FC=1C=C(C=CC1O)C=1N=C2N(C(C1)=O)C=C(C=C2)N2CCN(CC2)C(=O)OC(C)(C)C tert-Butyl 4-(2-(3-fluoro-4-hydroxyphenyl)-4-oxo-4H-pyrido[1,2-a]pyrimidin-7-yl)piperazine-1-carboxylate